NC=1C(=C(C(=O)O)C=CC1)O Aminohydroxybenzoic acid